C(#N)C=1N=CC(=NC1)N1N=C(C(=C1)C(=O)NC1=NC(=CC=C1)C=1N2C(=NN1)CC[C@H]2C)OC (R)-1-(5-Cyanopyrazin-2-yl)-3-methoxy-N-(6-(5-methyl-6,7-dihydro-5H-pyrrolo[2,1-c][1,2,4]triazol-3-yl)pyridin-2-yl)-1H-pyrazole-4-carboxamide